C(C)(C)(C)OC(=O)N1CCC=2C1=NC=CC2B(O)O (1-(Tert-Butoxycarbonyl)-2,3-dihydro-1H-pyrrolo[2,3-b]pyridin-4-yl)boronic acid